2-(1-hydroxyethyl)-3-oxo-1,2,3,4-tetrahydroquinoxaline-6-carboxylate OC(C)C1NC2=CC=C(C=C2NC1=O)C(=O)[O-]